3-((2-((4-azido-2,3,5,6-tetrafluorophenyl)sulfonamido)ethyl) dimethylammonio)propane-1-sulfonate N(=[N+]=[N-])C1=C(C(=C(C(=C1F)F)S(=O)(=O)NCC[N+](CCCS(=O)(=O)[O-])(C)C)F)F